(S)-1-(2-(1H-indol-3-yl)ethyl)-6,7-dimethoxy-2-(meth-ylsulfonyl)-1,2,3,4-tetrahydroisoquinoline N1C=C(C2=CC=CC=C12)CC[C@@H]1N(CCC2=CC(=C(C=C12)OC)OC)S(=O)(=O)C